N1(CCOCC1)C(=O)C=1C=C2C(=CC(=NC2=CC1)C=O)C=1C(=NC=CC1)C1=CC=CC=C1 6-(morpholine-4-carbonyl)-4-(2-phenylpyridin-3-yl)quinoline-2-carbaldehyde